NC=1SC=C(N1)\C(\C(=O)N[C@H]1[C@H]2SCC(=C(N2C1=O)C(=O)O)C=C)=N/OCC(=O)O (6R,7R)-7-[[(E)-2-(2-amino-4-thiazolyl)-2-[(carboxymethoxy)imino]acetyl]amino]-3-vinyl-8-oxo-5-thia-1-azabicyclo[4.2.0]oct-2-ene-2-carboxylic acid